S(=O)(=O)(OC[C@H]([C@H]([C@@H]([C@H](C(=O)NCCCCCCCCCCC)O)O)O)O)[O-].[Na+] Sodium (2R,3R,4S,5R)-2,3,4,5-tetrahydroxy-6-(undecylamino)-6-oxohexyl sulfate